C(C1=CC=CC=C1)SC=1C=C(C=C2C=C(N(C12)S(=O)(=O)C1=CC=C(C)C=C1)C#N)C 7-(benzylthio)-5-methyl-1-tosyl-1H-indole-2-carbonitrile